C(C)(C)(C)OC(=O)N1CCC(CC1)C(C)S(=O)(=O)C1=CC=C(C=C1)C1=C(C=C(C=C1)F)F 4-(1-((2',4'-Difluoro-[1,1'-biphenyl]-4-yl)sulfonyl)ethyl)piperidine-1-carboxylic acid tert-butyl ester